NC=1C=CC(=C2CN(C(C12)=O)CC(C#N)=C)C=1C=C2C=NNC2=C(C1)C(C)C 2-[[7-amino-4-(7-isopropyl-1H-indazol-5-yl)-1-oxo-isoindolin-2-yl]methyl]prop-2-enenitrile